N-{4-[4-(morpholin-4-yl)-7-{[2-(trimethylsilyl)ethoxy]methyl}-7H-pyrrolo[2,3-d]pyrimidin-6-yl]phenyl}-1-[4-(4,4,5,5-tetramethyl-1,3,2-dioxaborolan-2-yl)phenyl]methanesulfonamide N1(CCOCC1)C=1C2=C(N=CN1)N(C(=C2)C2=CC=C(C=C2)NS(=O)(=O)CC2=CC=C(C=C2)B2OC(C(O2)(C)C)(C)C)COCC[Si](C)(C)C